OC1(C(COC1)C1=CC(=CC=C1)O)C1=CC(=CC=C1)O 4-hydroxy-3,4-bis(3-hydroxyphenyl)dihydrofuran